methyl 2,5-dibromo-3-[2-[tert-butyl(dimethyl)silyl]oxyethoxy]benzoate BrC1=C(C(=O)OC)C=C(C=C1OCCO[Si](C)(C)C(C)(C)C)Br